BrC1=C(C=O)C(=CC(=C1F)C)F 2-bromo-3,6-difluoro-4-methylbenzaldehyde